C(N)(=O)C1=CC=C(C=C1)C1=CC=2C(=NC=CC2S1)N(C(C1=C(C=C(C=C1)N1N=NC=2C1=NC=CC2)F)=O)[C@H]2CNCCC2 N-[2-(4-carbamoylphenyl)thieno[3,2-c]pyridin-4-yl]-2-fluoro-N-[(3R)-3-piperidyl]-4-(triazolo[4,5-b]pyridin-3-yl)benzamide